5-methyl-3-(3-(1-(4-methyl-4H-1,2,4-triazol-3-yl)propan-2-yl)phenyl)-1H-pyrazolo[4,3-b]pyridine CC1=CC=C2C(=N1)C(=NN2)C2=CC(=CC=C2)C(CC2=NN=CN2C)C